Fmoc-Iodo-D-Tyrosin C(=O)(OCC1C2=CC=CC=C2C2=CC=CC=C12)N([C@H](CC1=CC=C(C=C1)O)C(=O)O)I